(naphthalen-2-yl)pyrimidine-2,4-diamine C1=C(C=CC2=CC=CC=C12)C=1C(=NC(=NC1)N)N